3-chloro-2-(7-bromo-3-ethylsulfonyl-quinolin-2-yl)-6-trifluoromethyl-1H-pyrrolo[3,2-b]pyridine ClC1=C(NC=2C1=NC=C(C2)C(F)(F)F)C2=NC1=CC(=CC=C1C=C2S(=O)(=O)CC)Br